C(C)(C)(C)C=1C=CC=2N(C3=CC=CC=C3C2C1)C1=C(C#N)C(=C(C(=C1N1C2=CC=CC=C2C=2C=C(C=CC12)C(C)(C)C)N1C2=CC=CC=C2C=2C=C(C=CC12)C(C)(C)C)C1=NC(=NC(=C1)C1=CC=CC=C1)C1=CC=CC=C1)N1C2=CC=CC=C2C=2C=C(C=CC12)C(C)(C)C 2,3,4,6-tetrakis(3-(tert-butyl)-9H-carbazol-9-yl)-5-(2,6-diphenylpyrimidin-4-yl)benzonitrile